COC=1C=C(C=CC1OC1CN(C1)C)NC1=NC=CC(=N1)NC=1C=NC2=CC=CC=C2C1 2-[3-methoxy-4-(1-methyl-3-azetidinyloxy)phenylamino]-4-(3-quinolylamino)pyrimidine